7-(8-methoxy-2-oxo-2H-[1,3]oxazino[5,4-c][1,8]naphthyridin-1(4H)-yl)-3,4-dihydroisoquinoline-2(1H)-carboxylic acid tert-butyl ester C(C)(C)(C)OC(=O)N1CC2=CC(=CC=C2CC1)N1C(OCC=2C=NC=3N=C(C=CC3C21)OC)=O